C(=O)C1=CC=C(C=C1)NC(=O)C1=CC(=CN1C)NC(=O)C=1N(C=CC1)C N-(5-((4-formylphenyl)carbamoyl)-1-methyl-1H-pyrrol-3-yl)-1-methyl-1H-pyrrole-2-carboxamide